OC(=O)C(F)(F)F.O=C1N(CC2N1CCNC2)[C@H]2CC[C@H](CC2)C(=O)O cis-4-[(2R)-3-oxo-1,5,6,7,8,8a-hexahydroimidazo[1,5-a]pyrazin-2-yl]cyclohexanecarboxylic acid TFA salt